C(C1=CC=CC=C1)OC=1C(=C(C(=NC1C)NC(=O)C=1N(C2=CC=CC=C2C1)C)C)C N-(5-(benzyloxy)-3,4,6-trimethylpyridin-2-yl)-1-methyl-1H-indole-2-carboxamide